ClC=1C=C(C=CC1C(F)(F)F)COC1CN(C1)C(=O)N1CC(CC1)C1=NC=NN1 [3-[[3-Chloro-4-(trifluoromethyl)phenyl]methoxy]azetidin-1-yl]-[3-(1H-1,2,4-triazol-5-yl)pyrrolidin-1-yl]methanone